NC1=C(C(=NN1C(CO)(C)C)C1=CC=C(C=C1)CC(NC1=CC(=NO1)C1=C(C=C(C=C1)F)Cl)=O)C(=O)N 5-Amino-3-[4-([[3-(2-chloro-4-fluorophenyl)-1,2-oxazol-5-yl]carbamoyl]methyl)phenyl]-1-(1-hydroxy-2-methylpropan-2-yl)pyrazole-4-carboxamide